(E)-3-(1-((4-(sec-butyl)phenyl)sulfonyl)-1H-indol-3-yl)-1-phenylprop-2-en-1-one C(C)(CC)C1=CC=C(C=C1)S(=O)(=O)N1C=C(C2=CC=CC=C12)/C=C/C(=O)C1=CC=CC=C1